OCCOCCOCCOCCOCCOCCOCCN(C\C=C\C(=O)OC)C (E)-methyl 1-hydroxy-21-methyl-3,6,9,12,15,18-hexaoxa-21-azapentacos-23-en-25-oate